tert-butyl (2R)-2-[({4-[3-(3-chloro-2-ethylanilino)-4-oxo-4,5,6,7-tetrahydro-1H-pyrrolo[3,2-c]pyridin-2-yl]pyridin-3-yl}oxy)methyl]morpholine-4-carboxylate ClC=1C(=C(NC2=C(NC3=C2C(NCC3)=O)C3=C(C=NC=C3)OC[C@H]3CN(CCO3)C(=O)OC(C)(C)C)C=CC1)CC